NC1=C(SC2=NC(=CC=C21)C)C(=O)N[C@H]2COC1=C(C2)C=CC(=C1)N1C[C@@H]([C@H](C1)NC)OC 3-amino-N-[(3R)-7-[(3S,4S)-3-methoxy-4-(methylamino)pyrrolidin-1-yl]-3,4-dihydro-2H-1-benzopyran-3-yl]-6-methylthieno[2,3-b]pyridine-2-carboxamide